CN1N=C(N=C1N1C(CCC1)C#N)CCCC1=CC=CC=C1 1-(1-Methyl-3-(3-phenylpropyl)-1H-1,2,4-triazol-5-yl)pyrrolidine-2-carbonitrile